((1s,3s)-3-aminocyclobutyl)-1H-benzo[d]imidazole-2(3H)-one NC1CC(C1)N1C(NC2=C1C=CC=C2)=O